6-(4-methoxyphenyl)-4-methyl-1-(2-morpholinoethyl)-2-oxo-N-(spiro[3.3]hept-2-yl)-1,2-dihydro-1,8-naphthyridine-3-carboxamide COC1=CC=C(C=C1)C=1C=C2C(=C(C(N(C2=NC1)CCN1CCOCC1)=O)C(=O)NC1CC2(C1)CCC2)C